2-(2,4-dichlorophenyl)cyclobutane ClC1=C(C=CC(=C1)Cl)C1CCC1